4-((4-((4-(1H-imidazol-1-yl)benzyl)(3-methoxybenzyl)amino)pyridin-2-yl)methyl)piperazin-2-one N1(C=NC=C1)C1=CC=C(CN(C2=CC(=NC=C2)CN2CC(NCC2)=O)CC2=CC(=CC=C2)OC)C=C1